1-((2S,5R)-5-((7H-pyrrolo[2,3-d]pyrimidin-4-yl)amino)-2-methylpiperidin-1-yl)prop-2-en N1=CN=C(C2=C1NC=C2)N[C@@H]2CC[C@@H](N(C2)CC=C)C